F[C@H](CCCCC(=O)NC1=C(C=C(C=C1)CCC1=CC=C(C=C1)C(F)(F)F)N1CCCCC1)CF (6R)-6,7-Difluoro-N-(2-(piperidin-1-yl)-4-(4-(trifluoromethyl)phenethyl)phenyl)heptanamid